2-Fluoro-5-{6-[methyl-(7H-pyrrolo[2,3-d]pyrimidin-4-yl)-amino]-2-azaspiro[3.3]heptan-2-carbonyl}benzonitril FC1=C(C#N)C=C(C=C1)C(=O)N1CC2(C1)CC(C2)N(C=2C1=C(N=CN2)NC=C1)C